gamma-3-chloropropionyl-L-glutamate ClCCC(=O)C(C[C@H](N)C(=O)[O-])C(=O)[O-]